BrC=1C=C(C=NC1NN)S(=O)(=O)N(C1(CC1)C)CC1=CC=C(C=C1)OC 5-bromo-6-hydrazineyl-N-(4-methoxybenzyl)-N-(1-methylcyclopropyl)pyridine-3-sulfonamide